ClC1=CC=CC2=C1NC(=N2)C(=O)N2C(C=1N(CC2)N=CC1)C (7-Chloro-1H-benzo[d]imidazol-2-yl)(4-methyl-6,7-dihydropyrazolo[1,5-a]pyrazin-5(4H)-yl)methanone